NC=1C=2N(C=CN1)C(=CN2)C(=O)C2=CC(=NC=C2F)C2=C(C=C(C(=C2)F)F)F (8-aminoimidazo[1,2-a]pyrazin-3-yl)(5-fluoro-2-(2,4,5-trifluorophenyl)pyridin-4-yl)methanone